3-phenyl-4-n-pentyl-1-(pyridin-2-yl)-1H-pyrazol-5-ol C1(=CC=CC=C1)C1=NN(C(=C1CCCCC)O)C1=NC=CC=C1